2,4-bis(4-chloro-2-fluorophenyl)-6-(3-chlorophenyl)-1,3,5-triazine ClC1=CC(=C(C=C1)C1=NC(=NC(=N1)C1=C(C=C(C=C1)Cl)F)C1=CC(=CC=C1)Cl)F